C(C)(C)(C)OC(N[C@H]1C[C@H](CC1)N(C1=CC=C(C=C1)C(F)(F)F)C)=O ((1R,3S)-3-(methyl-(4-(trifluoromethyl)phenyl)amino)cyclopentyl)-carbamic acid tert-butyl ester